(2S)-1,4-bis[2-(4-chloro-3-fluorophenoxy)acetamido]bicyclo[2.2.2]octan-2-yl (3-{[bis(benzyloxy)phosphoryl]oxy}propyl)carbamate C(C1=CC=CC=C1)OP(=O)(OCC1=CC=CC=C1)OCCCNC(O[C@@H]1C2(CCC(C1)(CC2)NC(COC2=CC(=C(C=C2)Cl)F)=O)NC(COC2=CC(=C(C=C2)Cl)F)=O)=O